CN1CC(OB(OC(C[C@@H]1C)=O)[C@H](CC(C)C)NC([C@H]([C@@H](C)O)NC(C1=NC(=CC=C1)C1=CC=CC=C1)=O)=O)=O N-((2S,3R)-1-(((R)-1-((S)-6,7-dimethyl-4,9-dioxo-1,3,6,2-dioxazaboronan-2-yl)-3-methylbutyl)amino)-3-hydroxy-1-oxobutan-2-yl)-6-phenylpicolinamide